5-hexyloxy-6-nitro-N-carboxypropylisoindoline-1,3-dione C(CCCCC)OC=1C=C2C(N(C(C2=CC1[N+](=O)[O-])=O)CCCC(=O)O)=O